2-bromo-5-fluoro-pyrazine BrC1=NC=C(N=C1)F